3-chloro-1-(2-triisopropylsilylethynyl)pyrrolo[3,2-c]pyridine-7-carbaldehyde ClC1=CN(C2=C1C=NC=C2C=O)C#C[Si](C(C)C)(C(C)C)C(C)C